CC=1OC2=C(C1C(=O)OCC)C=C(C=C2)OCC=2N=NN(C2)C ethyl 2-methyl-5-((1-methyl-1H-1,2,3-triazol-4-yl)methoxy)benzofuran-3-carboxylate